methyl-6-indole-carboxylic acid CC=1NC2=CC(=CC=C2C1)C(=O)O